N-[2,3-difluoro-4-[4-(4-methylpiperazin-1-yl)-1-piperidinyl]phenyl]carboxamide FC1=C(C=CC(=C1F)N1CCC(CC1)N1CCN(CC1)C)NC=O